(S)-N-(5-((1R,5S)-1-(2,5-difluorophenyl)-2-azabicyclo[3.1.0]hexan-2-yl)pyrazolo[1,5-a]pyrimidin-3-yl)-3-fluoropyrrolidine-1-carboxamide FC1=C(C=C(C=C1)F)[C@@]12N(CC[C@H]2C1)C1=NC=2N(C=C1)N=CC2NC(=O)N2C[C@H](CC2)F